3-(5-cyano-1,4,5,6-tetrahydropyrrolo[3,4-c]pyrazol-3-yl)-N,N-dimethylbenzenesulfonamide C(#N)N1CC=2NN=C(C2C1)C=1C=C(C=CC1)S(=O)(=O)N(C)C